(S)-5-((((3'-Chloro-2'-(2-chloro-3-((3-(((3-fluoropropyl)amino)methyl)-2-methoxyphenyl)amino)phenyl)-6-methoxy-[2,4'-bipyridin]-5-yl)methyl)amino)methyl)pyrrolidin-2-one ClC=1C(=NC=CC1C1=NC(=C(C=C1)CNC[C@@H]1CCC(N1)=O)OC)C1=C(C(=CC=C1)NC1=C(C(=CC=C1)CNCCCF)OC)Cl